triisopropylsilyl 4,6-di-O-acetyl-3-azido-3-deoxy-2-O-methyl-1-thio-α-D-galactopyranoside C(C)(=O)O[C@@H]1[C@@H]([C@H]([C@@H](S[Si](C(C)C)(C(C)C)C(C)C)O[C@@H]1COC(C)=O)OC)N=[N+]=[N-]